O-[2-Oxo-1(2H)-pyridyl]-N,N,N',N'-tetramethyluronium O=C1N(C=CC=C1)OC(=[N+](C)C)N(C)C